O=C1NC(CCC1NC1=CC(=C(C=C1)N1CCN(CC1)C1C(CN(CC1)C(=O)OC(C)(C)C)(F)F)F)=O tert-butyl 4-[4-[4-[(2,6-dioxo-3-piperidyl)amino]-2-fluoro-phenyl]piperazin-1-yl]-3,3-difluoro-piperidine-1-carboxylate